C(=CCCCCCCCCCCCCCCCCCCCCCCCCCCC)O Nonacosenol